(R)-(1,3-Dimethyl-azetidin-3-yl)-[3-(3-methyl-[1,2,4]triazol-1-yl)-phenyl]-(4-trifluoromethoxy-phenyl)-methanol CN1CC(C1)(C)[C@@](O)(C1=CC=C(C=C1)OC(F)(F)F)C1=CC(=CC=C1)N1N=C(N=C1)C